PYRAZOLONE C1=CN=NC1=O